C(O)C(C(=O)[O-])(CC)CO 2,2-dimethylolbutyrate